[3-(trifluoromethoxy)phenyl]Methanone FC(OC=1C=C(C=CC1)C=O)(F)F